ClC1=CC=C2C(=CNC2=C1N1N=CC(=C1)CC)S(=O)(=O)Cl 6-chloro-7-(4-ethyl-1H-pyrazol-1-yl)-1H-indole-3-sulfonyl chloride